ClC1=C(CNC(=O)C2(C=3C=CC=NC3C(CC2)O)F)C=CC(=C1)C(F)(F)F N-(2-Chloro-4-(trifluoromethyl)benzyl)-5-fluoro-8-hydroxy-5,6,7,8-tetrahydrochinolin-5-carboxamid